NC=1C2=C(N=CN1)N(C(=C2C2=CC[C@H](CC2)C(=O)N2[C@@H](CCCC2)C)C2=CC=C(C=C2)NC(C(=C)C)=O)C N-(4-(4-amino-7-methyl-5-((S)-4-((R)-2-methylpiperidine-1-carbonyl)cyclohex-1-en-1-yl)-7H-pyrrolo[2,3-d]pyrimidin-6-yl)phenyl)methacrylamide